6-benzyl-1-((1R,5S)-3,8-diazabicyclo[3.2.1]octan-8-yl)-3-((1-(morpholinomethyl)cyclopropyl)methoxy)-5,6,7,8-tetrahydro-2,6-naphthyridine-4-carbonitrile Hydrochloride Cl.C(C1=CC=CC=C1)N1CC=2C(=C(N=C(C2CC1)N1[C@H]2CNC[C@@H]1CC2)OCC2(CC2)CN2CCOCC2)C#N